((S)-3-methylmorpholino)methanone hydrochloride Cl.C[C@H]1COCCN1C=O